1-(3-(4-cyano-4-hydroxypiperidine-1-carbonyl)-6-fluoroquinolin-4-yl)-4-phenylpiperidine-4-carbonitrile C(#N)C1(CCN(CC1)C(=O)C=1C=NC2=CC=C(C=C2C1N1CCC(CC1)(C#N)C1=CC=CC=C1)F)O